N-[7-(2-chloro-5-fluorophenyl)-4-(2,2-difluoroethyl)-2,9-dioxo-2,3,4,7,8,9-hexahydro-1H-pyrrolo[3,4-f]quinoxalin-6-yl]-5-fluoro-3-(trifluoromethyl)benzamide ClC1=C(C=C(C=C1)F)C1NC(C=2C=3NC(CN(C3C=C(C21)NC(C2=CC(=CC(=C2)F)C(F)(F)F)=O)CC(F)F)=O)=O